COC=1C(=CC=2C3=C(C=NC2C1)N=C(N3CC3CN(CC3)S(=O)(=O)N)C)OC 3-((7,8-dimethoxy-2-methyl-1H-imidazo[4,5-c]quinolin-1-yl)methyl)pyrrolidine-1-sulfonamide